CN1N=CC(=C1)C=1C=CC=2N(C1)N=CC2C(=O)OCC ethyl 6-(1-methyl-1H-pyrazol-4-yl)pyrazolo[1,5-a]pyridin-3-formate